N1(C=NC=C1)C=1C=C(C(=O)NC2CNCCC2C)C=CN1 2-(1H-imidazol-1-yl)-N-(4-methylpiperidin-3-yl)isonicotinamide